OC1(CCCCC1)C1C(CCCC1)=O 2-(1-hydroxycyclohexyl)-cyclohexanone